ClC1(C(CC1C1=CC=CC=C1)=O)Cl 2,2-dichloro-3-phenylcyclobutan-1-one